[Na].OC=1C(=C(C(=C(C(=O)C2=CC=CC=C2)C1)OC)OC)O dihydroxydimethoxybenzophenone sodium